1-(6Z,9Z,12Z,15Z-octadecatetraenoyl)-2-(9Z-hexadecenoyl)-glycero-3-phosphocholine CCCCCC/C=C\CCCCCCCC(=O)O[C@H](COC(=O)CCCC/C=C\C/C=C\C/C=C\C/C=C\CC)COP(=O)([O-])OCC[N+](C)(C)C